NC1=CC(=C(C=C1OC)N1CCC(CC1)N1CCN(CC1)C=C1CN(CC1)C=1C=C2C(N(C(C2=CC1)=O)C1C(NC(CC1)=O)=O)=O)C1CC1 5-(3-((4-(1-(4-amino-2-cyclopropyl-5-methoxyphenyl)piperidin-4-yl)piperazin-1-yl)methyl-yl)pyrrolidin-1-yl)-2-(2,6-dioxopiperidin-3-yl)isoindoline-1,3-dione